ClC1=C(C(=O)[O-])C=C(C(=C1)F)N1C(N(C(N(C1=O)C)=S)C)=O 2-chloro-5-(3,5-dimethyl-2,6-dioxo-4-thioxo-1,3,5-triazinan-1-yl)-4-fluoro-benzoate